CN1CCN(CC1)CCCC1=CC=CC=2SC3=CC=CC=C3NC12 3-(4-methyl-1-piperazinyl)propylphenothiazine